C(C1=CC(C(=O)[O-])=CC=C1)(=O)[O-] trans-isophthalate